C(C)(C)OC1=CC=C(C=C1)N1C(N2C(CNCC2)=C1C(=O)N)=O 2-(4-isopropoxyphenyl)-3-oxo-6,8-dihydro-5H-imidazo[1,5-a]pyrazine-1-carboxamide